C(#N)N1CC=2N(N=CC2C1)C1=CC=C(C(=O)NCC2=NC=CC=C2)C=C1 4-(5-Cyano-5,6-dihydro-pyrrolo[3,4-c]pyrazol-1(4H)-yl)-N-(pyridin-2-ylmethyl)benzamide